COC1=C(C=C(C(=C1)CCC)OC)CC(C)NC(OCC1=CC=CC=C1)=O benzyl (1-(2,5-dimethoxy-4-propylphenyl)propan-2-yl)carbamate